C(C1=CC(C(=O)[O-])=CC(C(=O)[O-])=C1)(=O)[O-].[NH4+].[NH4+].[NH4+] ammonium trimesate